ClC1=CC=2N(C=C1)C=NC2CC(=O)NC2=NC=NC(=C2)OCC=2N=C1N(C=C(C=C1)C1CC1)C2 2-(7-chloroimidazo[1,5-a]pyridin-1-yl)-N-(6-((6-cyclopropylimidazo[1,2-a]pyridin-2-yl)methoxy)pyrimidin-4-yl)acetamide